FC1=CC=C2C(=CN(C(C2=C1)=O)C)C1=C(C=CC(=C1)S(=O)(=O)C)O[C@@H]1CC[C@H](CC1)O 7-fluoro-4-[2-(trans-4-hydroxycyclohexyl)oxy-5-methylsulfonylphenyl]-2-methylisoquinolin-1-one